5-(3-Ethyl-4-pentenyl)-2-norbornene C(C)C(CCC1C2C=CC(C1)C2)C=C